FC1=C(C(=CC(=C1)C1NCCCC1)C)C=1C=C2C(=CN1)NN=C2C=2C=NN(C2)C 5-(2-Fluoro-6-methyl-4-(piperidin-2-yl)phenyl)-3-(1-methyl-1H-pyrazol-4-yl)-1H-pyrazolo[3,4-c]pyridine